(S)-methyl 6-(2-(2-(6-(3-(3-hydroxy-1-(3-(1-methyl-4-(5-(pyridin-4-yl)-4H-1,2,4-triazol-3-yl)piperidin-4-ylamino)benzamido)propyl)-4-methylphenoxy)hexyloxy)ethoxy)ethoxy)hexanoate OCC[C@H](NC(C1=CC(=CC=C1)NC1(CCN(CC1)C)C1=NN=C(N1)C1=CC=NC=C1)=O)C=1C=C(OCCCCCCOCCOCCOCCCCCC(=O)OC)C=CC1C